bicyclo[4.2.0]octa-1,3,5-trien-2-ol C12=C(C=CC=C2CC1)O